OC1(CCC=2N(C1)C=CN2)C(=O)OC methyl 6-hydroxy-5H,7H,8H-imidazo[1,2-a]pyridine-6-carboxylate